Cl.FC1=CC(=C(C#N)C=C1)N1CCNCC1 4-fluoro-2-(piperazin-1-yl)benzonitrile hydrochloride